Cl.C(C)N(C(=O)[C@@H]1CNCC[C@H]1NC(=O)C1=NOC(=C1)C1=C(C=C(C=C1)F)F)C (3R,4R)-4-{[5-(2,4-Difluoro-phenyl)-isoxazole-3-carbonyl]-amino}-piperidine-3-carboxylic Acid Ethyl-Methyl-Amide Hydrochloride